COC1=C(C(=O)NC=2OC(=NN2)C=2SC=CC2)C=CC(=C1)N1CCOCC1 2-methoxy-4-morpholino-N-(5-(thiophen-2-yl)-1,3,4-oxadiazol-2-yl)benzamide